methyl (S)-2-(chloromethyl)-3-(oxadiazine-2-ylmethyl)-3H-imidazo[4,5-b]pyridine-5-carboxylate ClCC1=NC=2C(=NC(=CC2)C(=O)OC)N1CN1OC=CC=N1